FC(OC1=C(C=C(C(=O)NCC2=C(C=CC3=C2N(C(=N3)C)C)OC)C=C1F)F)F 4-(difluoromethoxy)-3,5-difluoro-N-((6-methoxy-1,2-dimethyl-1H-benzimidazol-7-yl)methyl)benzamide